16-hydroxyhexadecyl nitrate [N+](=O)(OCCCCCCCCCCCCCCCCO)[O-]